C1(=CC=CC=C1)C1=NC2=C(C=C(C=C2C=N1)C1=CC=CC=C1)C=1C=C(N)C=CC1 3-(2,6-diphenylquinazolin-8-yl)aniline